C(CCCCCCCCCCC)OC(C(C)N(C)C)=O 2-dimethylaminopropionic acid dodecyl ester